C(C)(C)(C)C1=CC=C(C=C1)[C@H]1P([C@@H](CC1)C1=CC=C(C=C1)C(C)(C)C)Cl |r| Racemic-(2S,5S)-2,5-bis(4-t-butylphenyl)-1-chlorophosphorolane